BrC=1C=CC(=C(OC2CCN(CC2)C2=NOC(=C2)C=2N=NN(N2)CC(=O)O)C1)Cl (5-{3-[4-(5-Bromo-2-chlorophenoxy)piperidin-1-yl]isoxazol-5-yl}-2H-tetrazol-2-yl)acetic acid